1,1-dimethyl-1,4-Diamino-butane CC(CCCN)(N)C